2-(3-isopropyl-2-(2-methylpyridin-4-yl)-1H-indol-5-yl)-N-((S)-pyrrolidin-3-yl)propionamide C(C)(C)C1=C(NC2=CC=C(C=C12)C(C(=O)N[C@@H]1CNCC1)C)C1=CC(=NC=C1)C